FC(C1=C(C=CC=C1)[Mg]Br)(F)F 2-trifluoromethyl-phenyl-magnesium bromide